N-{4-[2-(2-chloro-4-fluorophenyl)acetylamino]pyridin-2-yl}-N-(3-cyano-4-fluorophenyl)acetamide ClC1=C(C=CC(=C1)F)CC(=O)NC1=CC(=NC=C1)N(C(C)=O)C1=CC(=C(C=C1)F)C#N